3-((7-cyano-2,4-dioxo-3-phenethyl-3,4-dihydroquinazolin-1(2H)-yl)methyl)-N-hydroxybenzamide C(#N)C1=CC=C2C(N(C(N(C2=C1)CC=1C=C(C(=O)NO)C=CC1)=O)CCC1=CC=CC=C1)=O